NC=1N=CC(=NC1)/C(=C/C=1C=C(C(=O)N[C@@H]2[C@H](CCCC2)O)C=CC1C)/F 3-[(Z)-2-(5-Aminopyrazin-2-yl)-2-fluorovinyl]-N-[(1S,2S)-2-hydroxycyclohexyl]-4-methylbenzamide